7-[4-(dimethylamino)phenyl]-N-(3-pyridylmethyl)-1,6-naphthyridin-5-amine CN(C1=CC=C(C=C1)C=1N=C(C=2C=CC=NC2C1)NCC=1C=NC=CC1)C